4-[4-(diphenylmethoxy)-1-piperidinyl]-1-butanone C1(=CC=CC=C1)C(OC1CCN(CC1)CCCC=O)C1=CC=CC=C1